NC=1C=CC(=NC1)C=1C(=C(C=CC1N)C1=CC=C(C=C1)N)C1=NC=C(C=C1)N bis(5-amino-2-pyridinyl)-biphenyl-4,4'-diamine